2-(hydroxymethyl)-l-1-(octadecan-9-yloxy)-11-oxoundecyl (9Z,12Z)-octadeca-9,12-dienoate C(CCCCCCC\C=C/C\C=C/CCCCC)(=O)OC(C(CCCCCCCCC=O)CO)OC(CCCCCCCC)CCCCCCCCC